methyl 5-methylspiro[fluorene-9,2'-[1,3]dithiolane]-3-carboxylate CC1=C2C=3C=C(C=CC3C3(SCCS3)C2=CC=C1)C(=O)OC